(R)-allyl-(1-(benzyloxy)-3-oxopent-4-en-2-yl)carbamic acid tert-butyl ester C(C)(C)(C)OC(N([C@H](COCC1=CC=CC=C1)C(C=C)=O)CC=C)=O